N=1C=NC(C2=CC=3C(=CC12)OC=CN3)=O 4H-[1,4]oxazino[3,2-g]Quinazolin-4-one